NC1=CC(=C(C=2CCOC21)N2CCC(CC2)N(C)C)F 1-(7-amino-5-fluoro-2,3-dihydrobenzofuran-4-yl)-N,N-dimethylpiperidin-4-amine